ClCOC(=O)N1C[C@@]2(C[C@@H]2C1)C1=CC2=CC=CC=C2C=C1 (1r,5s)-1-(naphthalen-2-yl)-3-azabicyclo[3.1.0]hexane-3-carboxylic acid chloromethyl ester